C(C)(=O)O[C@H]1[C@H](O[C@H]([C@@H]([C@H]1OC(C)=O)OC(C)=O)OC1=C(C=C(C=C1)NCCCF)COC1=C(C(=CC(=C1F)F)F)F)COC(C)=O (2R,3S,4S,5R,6S)-2-(acetoxymethyl)-6-(4-((3-fluoropropyl)amino)-2-((2,3,5,6-tetrafluorophenoxy)methyl)phenoxy)tetrahydro-2H-pyran-3,4,5-triyl triacetate